diphenyl-acetic acid pivalic anhydride C(C(C)(C)C)(=O)OC(C(C1=CC=CC=C1)C1=CC=CC=C1)=O